OCCNC1=CC=C(C=C1)N (hydroxyethyl)-p-phenylenediamine